[Si](C)(C)(C(C)(C)C)OS(=O)(=O)C(F)(F)F.[Si](C)(C)(C(C)(C)C)OCC=1C(=NC(=NC1C)SC)Cl 5-(((tert-Butyldimethylsilyl)oxy)methyl)-4-chloro-6-methyl-2-(methylthio)pyrimidine Tert-butyldimethylsilyl-trifluoromethanesulfonate